NC=1SC(=C(N1)C=1C=C(C#N)C=CC1)C1=CN2C(=CN=C2C=C1)C m-{2-amino-5-(9-methyl-1,7-diazabicyclo[4.3.0]nona-2,4,6,8-tetraen-3-yl)-1,3-thiazol-4-yl}benzonitrile